Cl.C(#N)C1=C(SC=2CN(CCC21)C(C)C2=CC=CC=C2)NC(CC2=CC=C(C=C2)S(N)(=O)=O)=O N-(3-cyano-6-(1-phenylethyl)-4,5,6,7-tetrahydrothieno[2,3-c]pyridin-2-yl)-2-(4-sulfamoylphenyl)-acetamide Hydrochloride